3,3-difluoro-N-(1-(3-fluorophenyl)cyclopropyl)-1H-pyrrolo[3,2-b]pyridine-6-carboxamide FC1(CNC=2C1=NC=C(C2)C(=O)NC2(CC2)C2=CC(=CC=C2)F)F